FC1=C(C=C(C=C1)C1=NC=CC=C1C=1C=CC=2N(C1)C(=CN2)C(=O)NCCCN2CCOCC2)C 6-(2-(4-Fluoro-3-methylphenyl)pyridin-3-yl)-N-(3-morpholinopropyl)imidazo[1,2-a]pyridin-3-carboxamid